BrCC=1C=C(C=CC1)Br 3-bromomethylbromobenzene